OC(=O)C(F)(F)F.ONC(=O)C=1N=C(SC1)CCCN1CCC(CC1)CNC1C(C1)C1=CC=CC=C1 N-hydroxy-2-(3-(4-(((2-phenylcyclopropyl)amino)methyl)piperidin-1-yl)propyl)thiazole-4-carboxamide TFA salt